6-chloro-7-(5,7-dihydro-6H-pyrrolo[3,4-b]pyridin-6-yl)-1-(4-methyl-6-(morpholine-4-carboxamido)pyridin-3-yl)-4-oxo-1,4-dihydroquinoline-3-carboxylic acid ClC=1C=C2C(C(=CN(C2=CC1N1CC2=NC=CC=C2C1)C=1C=NC(=CC1C)NC(=O)N1CCOCC1)C(=O)O)=O